bis[[(2-nitrobenzyl)oxy]carbonyl]hexamethylenediamine [N+](=O)([O-])C1=C(COC(=O)NCCCCCCNC(=O)OCC2=C(C=CC=C2)[N+](=O)[O-])C=CC=C1